C(C)C(CC[Si](OCC)(OCC)OCC)CCC 3-ETHYLHEXYLTRIETHOXYSILANE